(R)-N-(1-benzylpiperidin-4-yl)-2-methoxy-N-methyl-2-phenylacetamide C(C1=CC=CC=C1)N1CCC(CC1)N(C([C@@H](C1=CC=CC=C1)OC)=O)C